3-{[4-(2,6-Dimethylphenyl)-6-[(2R)-4-(1-methylcyclobutyl)-2-({[6-(propan-2-yl)furo[2,3-b]pyrazin-2-yl]methyl}amino)butoxy]pyrimidin-2-yl]sulfamoyl}benzoic acid CC1=C(C(=CC=C1)C)C1=NC(=NC(=C1)OC[C@@H](CCC1(CCC1)C)NCC=1N=C2C(=NC1)OC(=C2)C(C)C)NS(=O)(=O)C=2C=C(C(=O)O)C=CC2